C1NCC12CCC(CC2)NC2=NN1C(C(=N2)OC)=C(C=C1)C=1C=CC2=C(N(C(=N2)C)CCO)C1 2-(6-(2-((2-azaspiro[3.5]nonan-7-yl)amino)-4-methoxypyrrolo[2,1-f][1,2,4]triazin-5-yl)-2-methyl-1H-benzo[d]imidazol-1-yl)ethan-1-ol